(2R)-3-(((2,3-bis((3-((tert-butoxycarbonyl)amino)-3-methylbutanoyl)oxy)propoxy)(hydroxy)phosphoryl)oxy)propane-1,2-diyl ditetradecanoate C(CCCCCCCCCCCCC)(=O)OC[C@H](COP(=O)(O)OCC(COC(CC(C)(NC(=O)OC(C)(C)C)C)=O)OC(CC(C)(C)NC(=O)OC(C)(C)C)=O)OC(CCCCCCCCCCCCC)=O